C(C)OC(=O)C1=C(N=C(S1)NC1=NC(=CC(=N1)CC(N1CC(NCC1)=O)=O)NCC1=CC=C(C=C1)S(N)(=O)=O)C 2-[[4-[2-oxo-2-(3-oxo-piperazin-1-yl)ethyl]-6-(4-sulfamoyl-benzylamino)-2-pyrimidinyl]amino]-4-methyl-5-thiazolecarboxylic acid ethyl ester